FC1(CC12CN(C(C2)C(=O)N)C(CNC(CCCOC2=CC=CC=C2)=O)=O)F 1,1-difluoro-5-((4-phenoxybutyryl)glycyl)-5-azaspiro[2.4]heptane-6-carboxamide